CC1SCCCC1=O 2-Methyldihydro-2H-thiopyran-3(4H)-one